CN1C=NC2=NC=NC2=C1N ls-1-methyladenine